(S)-6-((4-((2-hydroxy-1-phenylethyl)amino)-5-(3-methylisoxazol-5-yl)pyrimidin-2-yl)amino)-3,4-dihydroisoquinolin-1(2H)-one OC[C@H](C1=CC=CC=C1)NC1=NC(=NC=C1C1=CC(=NO1)C)NC=1C=C2CCNC(C2=CC1)=O